CN(C(=S)C=1SC=CC1)C N,N-dimethyl-2-thiothiophenecarboxamide